N-(3-chloro-4-(pyridin-2-ylmethoxy)phenyl)acrylamide ClC=1C=C(C=CC1OCC1=NC=CC=C1)NC(C=C)=O